FC1(CC=2C=CC(=CC12)[C@H](NC(=O)[C@H]1NC(NC1)=O)C1=CC=C(C=C1)OC(F)(F)F)F |o1:9| (S)-N-((R or S)-(8,8-difluoro-bicyclo[4.2.0]oct-1(6),2,4-trien-3-yl)(4-(trifluoromethoxy)phenyl)methyl)-2-oxoimidazolidine-4-carboxamide